N(=O)N1CCC=2C1=NC=CC2 1-nitroso-2,3-dihydro-1H-pyrrolo[2,3-b]pyridine